BrC1=C(C(=C(C(=O)O)C=C1)C(C(F)F)=O)F 4-bromo-2-(2,2-difluoroacetyl)-3-fluorobenzoic acid